tert-butyl N-[(3-{[(3aR,4S,6S,6aS)-6-hydroxy-2,2-dimethyl-tetrahydro-3aH-cyclopenta[d][1,3]dioxol-4-yl]methyl}cyclobutyl)methyl]-N-(2-phenylethyl)carbamate O[C@H]1C[C@@H]([C@@H]2[C@H]1OC(O2)(C)C)CC2CC(C2)CN(C(OC(C)(C)C)=O)CCC2=CC=CC=C2